NC1=C2C(=NC=N1)N(N=C2C2=CC=C(C=C2)OC2=CC=CC=C2)C2C(CN(CC2)CC=2C(=C1CN(C(C1=CC2)=O)C2C(NC(CC2)=O)=O)F)F 3-(5-((4-(4-amino-3-(4-phenoxyphenyl)-1H-pyrazolo[3,4-d]pyrimidin-1-yl)-3-fluoropiperidin-1-yl)methyl)-4-fluoro-1-oxoisoindolin-2-yl)piperidine-2,6-dione